C1(CC1)CS(=O)(=O)OCCBr 1-(2-bromoethyl) cyclopropylmethylsulfonate